Methyl-2-methylpropionate COC(C(C)C)=O